CS(=O)(=O)C(C)N1C(C=NC=C1)=O 1-((1-methanesulfonyl)ethyl)pyrazin-2(1H)-one